6-chloro-9-methyl-4-phenyl-3-trifluoromethylIndolopyranone ClC1=CC=C(C=2C1=NC1=C(C(C(OC12)=O)C(F)(F)F)C1=CC=CC=C1)C